N1(CCC1)C(=O)C=1NC2=C(C(=CC(=C2C1)Cl)[C@@H]1CNCCC1)F azetidin-1-yl-[4-chloro-7-fluoro-6-[(3R)-3-piperidyl]-1H-indol-2-yl]methanone